FC=1C=C(C=CC1)S(=O)(=O)N1CCC=2C1=CN=CC2C2=CC=C(C#N)C=C2 4-(1-((3-fluorophenyl)sulfonyl)-2,3-dihydro-1H-pyrrolo[2,3-c]pyridin-4-yl)benzonitrile